Cl\C=C/C(=O)N1C[C@H](OCC1)C1=CC(=CC(=C1)C1=CC=C2C=CC=NC2=C1)Cl (R,Z)-3-chloro-1-(2-(3-chloro-5-(quinolin-7-yl)phenyl)morpholino)prop-2-en-1-one